Gadolinium(III) nitrate [N+](=O)([O-])[O-].[Gd+3].[N+](=O)([O-])[O-].[N+](=O)([O-])[O-]